5-((1-(cyclopropanecarbonyl)-4-hydroxypiperidin-4-yl)methyl)-1-(4-(1-(2,2-difluoroethyl)piperidin-4-yl)phenyl)-1H-pyrazolo[3,4-d]pyrimidin-4(5H)-one C1(CC1)C(=O)N1CCC(CC1)(O)CN1C=NC2=C(C1=O)C=NN2C2=CC=C(C=C2)C2CCN(CC2)CC(F)F